4-Iodo-2,6-diisopropylaniline IC1=CC(=C(N)C(=C1)C(C)C)C(C)C